Tert-butyl 4-(1-methoxycarbonyl-2-oxobutyl)piperazine-1-carboxylate COC(=O)C(C(CC)=O)N1CCN(CC1)C(=O)OC(C)(C)C